1,2,3-trimethylpropylene CC=C(CC)C